N-[4-(3-chlorophenoxy)-5-methyl-6-(o-tolyl)pyrimidin-2-yl]-1-methyl-pyrazole-4-sulfonamide ClC=1C=C(OC2=NC(=NC(=C2C)C2=C(C=CC=C2)C)NS(=O)(=O)C=2C=NN(C2)C)C=CC1